3-(6-chloro-5-fluoropyridin-2-yl)-1-(2-methoxypyrimidin-5-yl)-1-((5-(trifluoromethyl)-1H-pyrazol-3-yl)methyl)urea ClC1=C(C=CC(=N1)NC(N(CC1=NNC(=C1)C(F)(F)F)C=1C=NC(=NC1)OC)=O)F